N,N-dimethyl-2,3-bis(tetradecyloxy)-1-propanaminium bromide [Br-].C[NH+](CC(COCCCCCCCCCCCCCC)OCCCCCCCCCCCCCC)C